ClC1=CC=C2C=C(C(N(C2=N1)C1=CC=C(C=C1)Cl)=O)C1=CC2=CN(N=C2C=C1)C 7-chloro-1-(4-chlorophenyl)-3-(2-methyl-2H-indazol-5-yl)-1,8-naphthyridin-2(1H)-one